C(#N)C=1C=NN2C1C(=CC(=C2)C=2C=NN(C2)C)C2=CC=C(C=C2)N2C[C@@H]1C([C@@H]1C2)NC(C(C(C)C)O)=O N-((1R,5S,6r)-3-(4-(3-cyano-6-(1-methyl-1H-pyrazol-4-yl)pyrazolo[1,5-a]pyridin-4-yl)phenyl)-3-azabicyclo[3.1.0]hexan-6-yl)-2-hydroxy-3-methylbutanamide